methyl 5-(3-((4-((benzylsulfonyl)-methyl)phenyl)carbamoyl)phenyl)-2-methylnicotinate C(C1=CC=CC=C1)S(=O)(=O)CC1=CC=C(C=C1)NC(=O)C=1C=C(C=CC1)C=1C=NC(=C(C(=O)OC)C1)C